2,4-Dioxo-3-(3-fluoropyridin-4-ylmethyl)-N-phenyl-1,2,3,4-tetrahydropyrimidine-5-carboxamide O=C1NC=C(C(N1CC1=C(C=NC=C1)F)=O)C(=O)NC1=CC=CC=C1